Cl.FC=1C(=CC(=C(C1)[C@@H](C)N)C)B1OC(C(O1)(C)C)(C)C (R)-1-(5-fluoro-2-methyl-4-(4,4,5,5-tetramethyl-1,3,2-dioxaborolan-2-yl)phenyl)ethan-1-amine hydrochloride